N-((3R,5S)-5-((5-Methyl-1H-pyrazol-1-yl)methyl)pyrrolidin-3-yl)-5-(3-(trifluoromethoxy)phenyl)-oxazole-2-carboxamide TFA salt OC(=O)C(F)(F)F.CC1=CC=NN1C[C@@H]1C[C@H](CN1)NC(=O)C=1OC(=CN1)C1=CC(=CC=C1)OC(F)(F)F